OC(=O)C(F)(F)F.C1N(CC12OCCNC2)C2(C(NC(NC2=O)=O)=O)C2=CC=C(C=C2)OC2=CC=C(C=C2)OC(F)(F)F 5-(5-Oxa-2,8-diazaspiro[3.5]nonan-2-yl)-5-[4-[4-(trifluoromethoxy)phenoxy]phenyl]hexahydropyrimidine-2,4,6-trione TFA salt